cyclopropyl(3-fluoro-5-methoxy-4-(((6-(piperidin-4-yl)pyridin-2-yl)oxy)methyl)phenyl)methanone C1(CC1)C(=O)C1=CC(=C(C(=C1)OC)COC1=NC(=CC=C1)C1CCNCC1)F